C(#N)C1=CC=C(C=C1)C1=NC(=C2C(=N1)N(N=C2)C2=CC=CC=C2)NC(=O)C=2SC(=CC2)[N+](=O)[O-] N-(6-(4-cyanophenyl)-1-phenyl-1H-pyrazolo[3,4-d]pyrimidin-4-yl)-5-nitrothiophene-2-carboxamide